(S)-2-fluoro-4-(3-methoxyphenyl)-5-(naphthalen-2-yl)-5-oxopentanoic acid ethyl ester C(C)OC([C@H](CC(C(=O)C1=CC2=CC=CC=C2C=C1)C1=CC(=CC=C1)OC)F)=O